C(C)OC(=O)C=1C(NC(=CC1C)C(F)(F)F)=O.C(C)(=O)N[C@H]1C[C@H](CCC1)C(=O)NC=1N=CC2=CC(=NC(=C2C1)N1C[C@@H](CC1)O)C#N (1S,3R)-3-acetamido-N-(7-cyano-5-((R)-3-hydroxypyrrolidin-1-yl)-2,6-naphthyridin-3-yl)cyclohexane-1-carboxamide ethyl-4-methyl-2-oxo-6-(trifluoromethyl)-1H-pyridine-3-carboxylate